COC1=CC=C(C=C1)/C=C/C(=O)N[C@@H](C)C(=O)OC Methyl (E)-(3-(4-methoxyphenyl)acryloyl)-L-alaninate